[Si](C)(C)(C(C)(C)C)OC[C@H]1CCCC(N1C(=O)OC(C)(C)C)(C)C tert-butyl (R)-6-(((tert-butyldimethylsilyl)oxy)methyl)-2,2-dimethylpiperidine-1-carboxylate